n-hexylbenzene CCCCCCC1=CC=CC=C1